(4-(4-(tert-butoxycarbonyl)piperazin-1-yl)-2-fluorophenyl)boronic acid C(C)(C)(C)OC(=O)N1CCN(CC1)C1=CC(=C(C=C1)B(O)O)F